2-(3-(heptadecan-9-yloxy)-5-pentadecylphenoxy)ethanol CCCCCCCCC(CCCCCCCC)OC=1C=C(OCCO)C=C(C1)CCCCCCCCCCCCCCC